(2R)-N-{4-[3-(2,4-Difluorophenyl)-5-methyl-4-oxo-4,5,6,7-tetrahydro-1H-pyrrolo[3,2-c]pyridin-2-yl]pyridin-2-yl}-2-(4-fluorophenyl)propanamid FC1=C(C=CC(=C1)F)C1=C(NC2=C1C(N(CC2)C)=O)C2=CC(=NC=C2)NC([C@H](C)C2=CC=C(C=C2)F)=O